3-chloro-5-(2-fluoro-6-(hydroxymethyl)phenyl)-1-((2-(trimethylsilyl)ethoxy)methyl)-1H-pyrazolo[4,3-c]pyridazin-6(5H)-one ClC1=NN(C=2C1=NN(C(C2)=O)C2=C(C=CC=C2CO)F)COCC[Si](C)(C)C